[N+](=O)([O-])C1=C2C(C(=O)NC2=O)=CC(=C1O)[N+](=O)[O-] 3,5-dinitro-4-hydroxyphthalimide